COC(=O)[C@@H](CCC(=O)O)N D-glutamic acid α-methyl ester